BrC=1C=C(COC2=CC=3C[C@@H]4[C@H](C3C=C2)[C@H]4C(=O)OCC)C=CC1 (1S,1aS,6aR)-4-[(3-bromobenzyl)oxy]-1,1a,6,6a-tetrahydrocyclopropa[a]indene-1-carboxylic acid, ethyl ester